S-ethyl 2-(triphenyl-λ5-phosphanylidene)ethanethioate C1(=CC=CC=C1)P(=CC(SCC)=O)(C1=CC=CC=C1)C1=CC=CC=C1